CC1=C(C(=O)OC)C=C(C=C1)C methyl 2,5-dimethylbenzoate